C(C)(C)(C)OC(=O)N1CCC2=CC(=CC=C12)NC(C1=CC=CC=C1)=O.ClC1=CC=C(OC=2C=CC(=C3CCCOC23)CNC(C=C)=O)C=C1 N-[{8-(4-chlorophenoxy)chroman-5-yl}methyl]acrylamide tert-butyl-5-benzamidoindoline-1-carboxylate